CC1(C(NC(CC1)=O)=O)N1C(C2=CC=C3C(=C2C1=O)NC(N3)=S)=O 7-(3-methyl-2,6-dioxopiperidin-3-yl)-2-thioxo-2,3-dihydroimidazo[4,5-e]isoindole-6,8(1H,7H)-dione